N-(methoxycarbonyl)glycine COC(=O)NCC(=O)O